FC1(CC1)C(=O)N[C@H](C(=O)N1C(CC(C1)O)C(=O)N)C(C)(C)C 1-((S)-2-(1-fluorocyclopropane-1-amido)-3,3-dimethylbutyryl)-4-hydroxypyrrolidine-2-carboxamide